C(C)(=O)N1CC2=CC=NC=C2CC1(C(=O)OCC)C(=O)OCC diethyl 2-acetyl-1,2-dihydro-2,6-naphthyridine-3,3(4H)-dicarboxylate